(hydroxy-phenyl)acrylamide OC1=C(C=CC=C1)C(C(=O)N)=C